BrC=1C(=C(OCC(CC2CCNCC2)(F)F)C=CC1)C 4-[3-(3-bromo-2-methyl-phenoxy)-2,2-difluoro-propyl]piperidine